ethyl 1-(4-{[(3s,3ar,6s,6ar)-6-hydroxyhexahydrofuro[3,2-b]furan-3-yl] oxy}-3-nitrophenyl)-1H-pyrazole-4-carboxylate O[C@H]1CO[C@H]2[C@@H]1OC[C@@H]2OC2=C(C=C(C=C2)N2N=CC(=C2)C(=O)OCC)[N+](=O)[O-]